FC(C(C)(C)NC1CCC(CC1)NC(=O)C=1N=C(C=C2C1NN=C2)N2C=NC=C2)F N-((1r,4r)-4-((1,1-difluoro-2-methylpropan-2-yl)amino)cyclohexyl)-5-(1H-imidazol-1-yl)-1H-pyrazolo[3,4-c]pyridine-7-carboxamide